(S)-4-(((4-oxochroman-7-yl)oxy)(2-(trifluoromethyl)pyridin-4-yl)methyl)benzamide O=C1CCOC2=CC(=CC=C12)O[C@@H](C1=CC=C(C(=O)N)C=C1)C1=CC(=NC=C1)C(F)(F)F